ClC=1C=C(C=CC1OCC1COC1)NC=1C2=C(N=CN1)C=CC(=N2)N2[C@@H]1CN([C@H](C2)C1)C(=O)OC(C)(C)C (1S,4S)-tert-Butyl 5-(4-((3-chloro-4-(oxetan-3-ylmethoxy)phenyl)amino)pyrido[3,2-d]pyrimidin-6-yl)-2,5-diazabicyclo[2.2.1]heptane-2-carboxylate